[4-(1H-1,2,3-triazol-1-yl)phenyl]Methyl-pyrimidine-4-amine N1(N=NC=C1)C1=CC=C(C=C1)CC1=NC=CC(=N1)N